C(CCCCCCCCC)OC(CCCCCCC\C=C/CCO)OCCCCCCCCCC (3Z)-12,12-didecyloxy-3-dodecen-1-ol